OCC=1N=NNC1 hydroxymethyl-1,2,3-triazole